2,3-Dihydrofurano[3,2-c]pyridin-4-amine O1CCC=2C(=NC=CC21)N